C(C1=CC=CC=C1)N1N=NC(=C1)C1=CC(=CC=C1)[N+](=O)[O-] 1-benzyl-4-(3-nitrophenyl)-1H-1,2,3-triazole